N-(5-(4,6-diamino-1-(2,2-dimethylbutyl)-1H-pyrazolo[3,4-d]pyrimidin-3-yl)benzo[d]oxazol-2-yl)acetamide NC1=C2C(=NC(=N1)N)N(N=C2C=2C=CC1=C(N=C(O1)NC(C)=O)C2)CC(CC)(C)C